3-{9-chloro-7-[(1-methylcyclopropyl)sulfamoyl]-4-[(1-methylpyrazol-4-yl)methyl]-5-oxo-1H,2H-imidazo[1,2-a]quinazolin-1-yl}prop-2-yn-1-yl methanesulfonate CS(=O)(=O)OCC#CC1CN=C2N1C1=C(C=C(C=C1C(N2CC=2C=NN(C2)C)=O)S(NC2(CC2)C)(=O)=O)Cl